OC1(CC=C(/C=C/C(=O)OC[C@@H]2[C@H]([C@@H]([C@H](C(O2)O[C@H]2C(O[C@H]([C@@H]([C@H]2O)O)C)OC2=C(OC=3C=C(C=C(C3C2=O)O)O)C2=CC=C(O)C=C2)O)O)O)C=C1)O 3-O-{2-O-[6-O-(p-hydroxy-trans-coumaroyl)-glucosyl]-rhamnosyl}kaempferol